CC1=CC=C(C(C2=CC=CC=C2)N)C=C1 4-Methyl-Benzhydrylamin